Methyl 2-(((4-methoxy-3,5-dimethylpyridin-2-yl)methyl)amino)-1-(3-methoxypropyl)-1H-benzo[d]imidazole-5-carboxylate COC1=C(C(=NC=C1C)CNC1=NC2=C(N1CCCOC)C=CC(=C2)C(=O)OC)C